C1(CC2C(CC1)O2)CC[Si](OC)(OC)OC beta-(3,4-Epoxycyclohexyl)ethyl-trimethoxysilan